C(C)(C)C1(CCN(CC1)C1=CC=2C(C=3NC=4C=C(C=CC4C3C(C2C=N1)=O)C(=O)N)(C)C)N1CCOCC1 3-(4-Isopropyl-4-morpholine-4-yl-piperidine-1-yl)-5,5-dimethyl-11-oxo-6,11-dihydro-5H-pyrido[4,3-b]carbazole-8-carboxylic acid amide